FC1=C(C=C(C(N)=S)C=C1)[N+](=O)[O-] 4-fluoro-3-nitrobenzothioamide